ClC1=CC(=C(C(=C1)CCCO)O)CCCO 4-chloro-2,6-bis(hydroxypropyl)phenol